3-(α,α-dimethylbenzyl)-6-ethyl-salicylic acid CC(C1=CC=CC=C1)(C)C1=C(C(C(=O)O)=C(C=C1)CC)O